2,3-dimethyl-6-heptenoic acid CC(C(=O)O)C(CCC=C)C